FC(C(=O)O)(F)F.C(C)OC1=NC=CC=C1C1=NC=2C(NCC3(C2C=C1)CCNCC3)=O 2'-(2-ethoxypyridin-3-yl)-6',7'-dihydro-8'H-spiro[piperidine-4,5'-[1,7]naphthyridin]-8'-one trifluoroacetate